4-(3-(4,4,5,5-tetramethyl-1,3,2-dioxaborolan-2-yl)phenyl)piperazine-1-carboxylic acid tert-butyl ester C(C)(C)(C)OC(=O)N1CCN(CC1)C1=CC(=CC=C1)B1OC(C(O1)(C)C)(C)C